tert-butyl (4-hydroxy-phenethyl)carbamate OC1=CC=C(CCNC(OC(C)(C)C)=O)C=C1